[4-[3-(2-methoxyphenyl)-1H-pyrazolo[3,4-b]pyridin-4-yl]phenyl]methanol COC1=C(C=CC=C1)C1=NNC2=NC=CC(=C21)C2=CC=C(C=C2)CO